FC(C(=O)O)=CC1=CC(=CC=C1)I alpha-fluoro-3-iodocinnamic acid